(R)-2-(3-(trifluoromethyl)benzyl)-4,5-dihydrothiazol-4-yl acetate C(C)(=O)O[C@H]1N=C(SC1)CC1=CC(=CC=C1)C(F)(F)F